O=C1NC(CCC1N1C(C2=CC=CC(=C2C1=O)NCCCCCCC1N(CC(C1C(=O)N)C1=CC=C(C=C1)F)SCNCC)=O)=O (6-((2-(2,6-dioxopiperidin-3-yl)-1,3-dioxoisoindol-4-yl)amino)hexyl)-1-(ethylaminomethylthio)-4-(4-fluorophenyl)pyrrolidine-3-carboxamide